C(C)(C)(C)OC(=O)N1[C@@H](CC1)C(=O)O (S)-1-(t-butoxycarbonyl)azetidine-2-carboxylic acid